N-(2-[18F]fluoroethyl)-N,8-dimethyl-benzo[4,5]imidazo[1,2-a]pyridin-3-amine [18F]CCN(C1=CC=2N(C=C1)C1=C(N2)C=CC(=C1)C)C